C(C)C=1C=C2C(CCOC2=CC1O[C@H](C1=CC=C(C#N)C=C1)C1=CC=NC=C1)=O (R,S)-4-(((6-Ethyl-4-oxochroman-7-yl)oxy)(pyridin-4-yl)methyl)benzonitrile